tert-Butyl (±)-trans-3-phenyl-4-[(isoquinolin-5-ylcarbamothioyl)amino]pyrrolidine-1-carboxylate C1(=CC=CC=C1)[C@@H]1CN(C[C@H]1NC(NC1=C2C=CN=CC2=CC=C1)=S)C(=O)OC(C)(C)C |r|